5-(difluoromethyl)-2-[7-(cis-3-hydroxy-3-methylcyclobutyl)-5-methyl-7H-pyrrolo[2,3-c]pyridazin-3-yl]-3-methylphenol FC(C=1C=C(C(=C(C1)O)C1=CC2=C(N=N1)N(C=C2C)C2CC(C2)(C)O)C)F